NCC1=CC=C(C=C1)C1=CC(=CC(=C1)OC)S(=O)(=O)N1CCC2(C[C@@H](CO2)NC[C@@H](COC2=CC(=CC=C2)S(=O)(=O)C2CC2)O)CC1 (S)-1-((S)-8-(4'-(aminomethyl)-5-methoxybiphenyl-3-ylsulfonyl)-1-oxa-8-azaspiro[4.5]decan-3-ylamino)-3-(3-(cyclopropylsulfonyl)phenoxy)propan-2-ol